FC=1C(=NC=C(C1)F)C(C)O 1-(3,5-difluoropyridin-2-yl)ethan-1-ol